NC1=C(C(=NN1C=1SC=C(N1)C)C1=CC=C(C=C1)Br)C#N 5-amino-3-(4-bromophenyl)-1-(4-methylthiazol-2-yl)pyrazole-4-carbonitrile